2-(3,4-dihydroisoquinoline-2(1H)-yl)-4-methylbenzamide C1N(CCC2=CC=CC=C12)C1=C(C(=O)N)C=CC(=C1)C